3-chloro-4-(3-cyclopropyl-3-((dimethylamino)methyl)pyrrolidin-1-yl)-2,6-difluoro-N-(6-fluoropyridin-2-yl)benzenesulfonamide ClC=1C(=C(C(=CC1N1CC(CC1)(CN(C)C)C1CC1)F)S(=O)(=O)NC1=NC(=CC=C1)F)F